FC(COC=1C=CC(=NC1)C1=C(C(=NC(=C1C#N)S)N1CC(C1)F)C#N)F 5-(2,2-difluoroethoxy)-2'-(3-fluoroazetidin-1-yl)-6'-mercapto-[2,4'-bipyridine]-3',5'-dicarbonitrile